(S)-6-benzhydryl-11-hydroxy-3-(thiomorpholinomethyl)-5,6-dihydro-10H-imidazo[1,2-a]pyrido[2,1-c]pyrazin-10-one C(C1=CC=CC=C1)(C1=CC=CC=C1)[C@@H]1N2C(C=3N(C1)C(=CN3)CN3CCSCC3)=C(C(C=C2)=O)O